BrC=1C(=C(C(=O)O)C=CC1OC)NN bromo-2-hydrazino-4-methoxybenzoic acid